(R)-2-((4-chlorophenyl)seleno)-1-phenylethan-1-ol ClC1=CC=C(C=C1)[Se]C[C@H](O)C1=CC=CC=C1